C(CCCCCCCCCCC)(=O)N[C@@H]([C@@H](C)CC)C(=O)O dodecanoyl-L-isoleucine